6-(6-(3,8-diazabicyclo[3.2.1]octan-3-yl)pyridin-3-yl)-4-methoxypyrazolo[1,5-a]pyridine-3-carbonitrile C12CN(CC(CC1)N2)C2=CC=C(C=N2)C=2C=C(C=1N(C2)N=CC1C#N)OC